1-(4-((benzylcarbamoyl)(trans-4-((5-cyanopyridin-2-yl)amino)cyclohexyl)amino)phenyl)-1H-pyrazole-4-carboxylic acid C(C1=CC=CC=C1)NC(=O)N(C1=CC=C(C=C1)N1N=CC(=C1)C(=O)O)[C@@H]1CC[C@H](CC1)NC1=NC=C(C=C1)C#N